NN1C=NC(=C2N3C(N=C12)N(C(N3CC3CC3)=O)CCN3N=C(C=C3C)C(=O)NC3CC3)C=3OC=CC3 1-[2-[5-Amino-1-(cyclopropylmethyl)-8-(2-furyl)-2-oxo-[1,2,4]triazolo[5,1-f]purin-3-yl]ethyl]-N-cyclopropyl-5-methyl-pyrazole-3-carboxamide